4-methyl-1-(4-nitrophenyl)piperidine-4-carbaldehyde CC1(CCN(CC1)C1=CC=C(C=C1)[N+](=O)[O-])C=O